(7S)-2-Benzyl-7-methyl-3-[(1R)-1-[(3R)-piperidin-3-yl]ethyl]-3H,6H,7H,8H,9H-imidazo[4,5-f]chinolin C(C1=CC=CC=C1)C=1N(C=2C(=C3CC[C@@H](NC3=CC2)C)N1)[C@H](C)[C@H]1CNCCC1